1-(trans-4-((5-cyanopyridin-2-yl)amino)cyclohexyl)-3-((6-methoxypyridin-2-yl)methyl)-1-(4-(1-methyl-1H-pyrazol-4-yl)phenyl)urea C(#N)C=1C=CC(=NC1)N[C@@H]1CC[C@H](CC1)N(C(=O)NCC1=NC(=CC=C1)OC)C1=CC=C(C=C1)C=1C=NN(C1)C